NC(C([C@H](CC1=CC=CC=C1)NC(=O)C1=CC=NN1C1=CC=CC=C1)=O)=O (S)-N-(4-AMINO-3,4-DIOXO-1-PHENYLBUTAN-2-YL)-1-PHENYL-1H-PYRAZOLE-5-CARBOXAMIDE